CCCCC/C=C\\C/C=C\\C/C=C\\C/C=C\\C/C=C\\CCCCCCCCC(=O)[O-] The molecule is a polyunsaturated fatty acid anion that is the conjugate base of (10Z,13Z,16Z,19Z,22Z)-octacosapentaenoic acid, obtained by deprotonation of the carboxy group; major species at pH 7.3. It is a conjugate base of a (10Z,13Z,16Z,19Z,22Z)-octacosapentaenoic acid.